FC1=CC=C(C=C1)C1=CC=CS1 5-(4-fluorophenyl)thiophene